[Na].C(C)N(C1=CC(=CC=C1)C)CC(CS(=O)(=O)O)O N-ethyl-N-(2-hydroxy-3-sulfopropyl)-m-methylaniline sodium